N[C@@H](CC(=O)O)C(=O)N[C@@H](CCCNC(N)=N)C(=O)O aspartylarginine